N=1C=NN2C1C=C(C=C2)OC2=C(C(=C(C=C2)NC2=NC=NC1=CC(=CC=C21)OCC)F)C 4-((4-([1,2,4]triazolo[1,5-a]pyridin-7-yloxy)-2-fluoro-3-methylphenyl)amino)-7-ethyl-Oxyquinazoline